ClC=1C(=CC(=C(C1)NC(=O)N1[C@@H]2CC[C@H]1CC=1C(=NC=C(C12)OCCCN(C(OC(C)(C)C)=O)C)F)F)C(F)(F)F tert-butyl (3-(((5R,8S)-10-((5-chloro-2-fluoro-4-(trifluoromethyl) phenyl)carbamoyl)-1-fluoro-6,7,8,9-tetrahydro-5H-5,8-epiminocyclohepta[c]pyridin-4-yl)oxy)propyl)(methyl)carbamate